2-(difluoro-methyl)isonicotinic acid FC(C=1C=C(C(=O)O)C=CN1)F